3-(4-chlorophenyl)-9-phenylphenanthrene ClC1=CC=C(C=C1)C=1C=CC=2C=C(C3=CC=CC=C3C2C1)C1=CC=CC=C1